SCCCCN(CC(CCCCCCCC)O)CC(CCCCCCCC)O 1,1'-((4-mercaptobutyl)azanediyl)bis(decan-2-ol)